2-((1-(tert-butoxycarbonyl)azetidin-3-yl)(methyl)amino)-5-methylisonicotinic acid C(C)(C)(C)OC(=O)N1CC(C1)N(C=1C=C(C(=O)O)C(=CN1)C)C